ClC=1C(=CC2=C(C[C@](O2)(C2=CC=CC=C2)C2NCCOC2)C1C1=C(C(=O)N)C=CC(=C1F)OC)F 2-((2S,4S)-5-chloro-6-fluoro-2-(morpholin-3-yl)-2-phenyl-2,3-dihydrobenzofuran-4-yl)-3-fluoro-4-methoxybenzamide